(9R)-9-(1H-benzoimidazol-2-ylamino)-3-cyclopropyl-N-(2-methylpropyl)-8,9-dihydro-7H-cyclopenta[H]isoquinoline-5-sulfonamide N1C(=NC2=C1C=CC=C2)N[C@@H]2CCC=1C=C(C=3C=C(N=CC3C12)C1CC1)S(=O)(=O)NCC(C)C